C(C1=CC=CC=C1)OC1=NC(=NC2=C(C(=C(C=C12)F)C1=CC(=CC2=CC=C(C(=C12)CC)F)OCOC)F)OC[C@]12CCCN2C[C@@H](C1)F 4-(benzyloxy)-7-(8-ethyl-7-fluoro-3-(methoxymethoxy)naphthalen-1-yl)-6,8-difluoro-2-(((2R,7aS)-2-fluorotetrahydro-1H-pyrrolizin-7a(5H)-yl)methoxy)quinazoline